C(OC1(CCC=CCCC1)C)([O-])=O methyl-4-cyclooctene-1-yl carbonate